ClC1=CC(=C(C=C1O)N1C(NC(=CC1=O)C(C)(F)F)=O)F 3-(4-Chloro-2-fluoro-5-hydroxyphenyl)-6-(1,1-difluoroethyl)pyrimidin-2,4(1H,3H)-dion